FC(C[C@H](C)NC(OC1CC(CC1)C=1C=NC(=C(C1)Cl)N)=O)(F)F 3-(6-amino-5-chloropyridin-3-yl)cyclopentyl ((S)-4,4,4-trifluorobutan-2-yl)carbamate